CC1=C(C=2N(C=C1C1=C(C=3N=C(SC3N1)C(=O)N1CC(NCC1)=O)C(C)C)N=CN2)C 4-(5-(7,8-dimethyl-[1,2,4]triazolo[1,5-a]pyridin-6-yl)-6-isopropyl-4H-pyrrolo[3,2-d]thiazole-2-carbonyl)piperazin-2-one